[4-(4-Chloro-5-cyano-2-methanesulfonylbenzamido)phenyl]methanaminium trifluoroacetate FC(C(=O)[O-])(F)F.ClC1=CC(=C(C(=O)NC2=CC=C(C=C2)C[NH3+])C=C1C#N)S(=O)(=O)C